4-{[6,7-bis(methyloxy)quinolin-4-yl]oxy}-3-fluoro-N-methyl-N-(3-phenylpropyl)benzenesulfonamide COC=1C=C2C(=CC=NC2=CC1OC)OC1=C(C=C(C=C1)S(=O)(=O)N(CCCC1=CC=CC=C1)C)F